C(C)OC[C@@]1(CN(CC1)C1(CC1)C=1C=C2C(=NC1)OCCO2)CCC2=NC=C(C=C2)F (S)-7-(1-(3-(ethoxymethyl)-3-(2-(5-fluoropyridin-2-yl)ethyl)pyrrolidin-1-yl)cyclopropyl)-2,3-dihydro-[1,4]dioxino[2,3-b]pyridine